tert-Butyl (±)-cis-3-(isoquinolin-5-yloxy)-4-phenylpyrrolidine-1-carboxylate C1=NC=CC2=C(C=CC=C12)O[C@@H]1CN(C[C@@H]1C1=CC=CC=C1)C(=O)OC(C)(C)C |r|